8-(1-Cyclopropyl-1H-indol-4-yl)-7-methoxy-1,4,4-trimethyl-9-(trifluoromethyl)-5H-[1,2,4]triazolo[4,3-a]quinoxaline C1(CC1)N1C=CC2=C(C=CC=C12)C1=C(C=C2NC(C=3N(C2=C1C(F)(F)F)C(=NN3)C)(C)C)OC